N1-((S)-7-((3-hydroxyoxetan-3-yl)ethynyl)-5-methyl-4-oxo-2,3,4,5-tetrahydrobenzo[b][1,4]oxazepin-3-yl)-N2-((R)-2-phenylpropyl)oxalamide OC1(COC1)C#CC1=CC2=C(OC[C@@H](C(N2C)=O)NC(C(=O)NC[C@H](C)C2=CC=CC=C2)=O)C=C1